(3R,4R)-3-amino-4-methoxypyrrolidine N[C@@H]1CNC[C@H]1OC